4-cyano-4-(thiobenzoyl)thiopentanoic acid C(#N)C(CCC(=S)O)(C)C(C1=CC=CC=C1)=S